CC1(C(C2(OCCO2)CC1)CON)C O-(7,7-dimethyl-1,4-dioxa-spiro[4.4]non-6-ylmethyl)-hydroxylamine